CN(CC1=C(C(=CC(=C1)CC)OC)OCCCCCCCCCCCCCCCCCC)C N,N-dimethyl-1-(5-ethyl-2-octadecyloxy-3-methoxyphenyl)methanamine